C1=CC=CC=2C3=CC=CC=C3C(C12)COC(=O)N[C@@H](CC1=CNC=N1)C(=O)O N-(9-fluorenylmethoxycarbonyl)-histidine